(2R,3S)-N-((3S)-5-(3-chlorophenyl)-9-methoxy-2-oxo-2,3-dihydro-1H-1,4-benzodiazepin-3-yl)-2,3-bis(3,3,3-trifluoropropyl)succinamide ClC=1C=C(C=CC1)C1=N[C@@H](C(NC2=C1C=CC=C2OC)=O)NC([C@@H]([C@@H](C(=O)N)CCC(F)(F)F)CCC(F)(F)F)=O